FC1=NC(=C2N=CN(C2=N1)C1OCC1)NCC1=C(C=CC=C1)OC(C)=O 2-fluoro-6-[(2-acetoxybenzyl)amino]-9-(oxetan-2-yl)-9H-purine